1-(4-(5-(difluoromethyl)-1,3,4-oxadiazole-2-yl)-2-fluorobenzyl)-3-(1-methylpiperidine-4-yl)-5-(pyridine-3-yl)-1,3-dihydro-2H-benzo[d]imidazole-2-one FC(C1=NN=C(O1)C1=CC(=C(CN2C(N(C3=C2C=CC(=C3)C=3C=NC=CC3)C3CCN(CC3)C)=O)C=C1)F)F